[Br-].C(C)O[Si](CCCOC1=C(C=C(C=C1)O)[P+](C1=CC=C(C=C1)C)(C1=CC=C(C=C1)C)C1=CC=C(C=C1)C)(C)C (2-[3-(ethoxydimethylsilyl)propoxy]-5-hydroxyphenyl)tri(p-tolyl)phosphonium bromide